5,6-difluoro-N-methoxy-N-methyl-1H-indole-2-carboxamide FC=1C=C2C=C(NC2=CC1F)C(=O)N(C)OC